ClC=1C=C(C=CC1CN(C(C1=CC=CC=C1)=O)C=1C=C(C=NC1)/C=C/C(=O)OC)C1=CC=C(C=C1)N(C)C methyl (E)-3-(5-(N-((3-chloro-4'-(dimethylamino)-[1,1'-biphenyl]-4-yl)methyl)benzamido)pyridin-3-yl)acrylate